CN(C1=CC=C(C=C2C(N(C(N2C)=[Se])C2=CC=C(C=C2)C)=O)C=C1)C 5-(4-(dimethylamino)benzylidene)-1-methyl-3-(4-tolyl)-2-selenoxoimidazolidin-4-one